CN1N=CC=2C1=NC(=NC2NCC2=CC=C(C=C2)S(=O)(=O)N)SCCC 4-((1-Methyl-6-(propylsulfanyl)-1H-pyrazolo[3,4-d]pyrimidin-4-yl)aminomethyl)-benzenesulfonamide